2-chloro-4-((4-(5-methyl-3-(trifluoromethyl)-1H-pyrazol-1-yl)benzyl)oxy)quinazoline ClC1=NC2=CC=CC=C2C(=N1)OCC1=CC=C(C=C1)N1N=C(C=C1C)C(F)(F)F